cesium-copper [Cu].[Cs]